N-(3-carboxyl-1-oxopropyl)-(4S)-(p-phenylphenylmethyl)-4-amino-2R-methyl-butanoic acid ethyl ester calcium salt [Ca+2].C(C)OC([C@](CCNC(CCC(=O)[O-])=O)(C)CC1=CC=C(C=C1)C1=CC=CC=C1)=O.C(=O)([O-])CCC(=O)NCC[C@](C(=O)OCC)(CC1=CC=C(C=C1)C1=CC=CC=C1)C